4-(4-(benzyloxy)-2,6-difluorophenyl)-3-bromo-7-methoxy-1,2-dihydronaphthalene C(C1=CC=CC=C1)OC1=CC(=C(C(=C1)F)C1=C(CCC2=CC(=CC=C12)OC)Br)F